1-(4-(2-(4-bromophenyl)propan-2-yl)thiazol-2-yl)-3-(1-(4-((4-methylpiperazin-1-yl)methyl)phenyl)ethyl)urea BrC1=CC=C(C=C1)C(C)(C)C=1N=C(SC1)NC(=O)NC(C)C1=CC=C(C=C1)CN1CCN(CC1)C